9-mesityl-1,3,6,8-tetramethoxy-10-phenylacridine tetrafluoroborate F[B-](F)(F)F.C1(=C(C(=CC(=C1)C)C)C1C2=C(C=C(C=C2N(C=2C=C(C=C(C12)OC)OC)C1=CC=CC=C1)OC)OC)C